N-[1-(1,8-naphthyridin-2-yl)-1H-indol-6-yl]-1,8-naphthyridin-2-amine N1=C(C=CC2=CC=CN=C12)N1C=CC2=CC=C(C=C12)NC1=NC2=NC=CC=C2C=C1